benzyl (2-((5-((tert-butoxycarbonyl)amino)pentyl)amino)-2-oxoethyl)((1r,4r)-4-((4-(5-(cyclopropylmethyl)-1-methyl-1H-pyrazol-4-yl)-5-fluoropyrimidin-2-yl)amino)cyclohexyl)carbamate C(C)(C)(C)OC(=O)NCCCCCNC(CN(C(OCC1=CC=CC=C1)=O)C1CCC(CC1)NC1=NC=C(C(=N1)C=1C=NN(C1CC1CC1)C)F)=O